C(C1=CC=CC=C1)OC(=O)N[C@H](C(=O)OCC1=CC=CC=C1)CCC(=O)N1CCOCC1 (S)-benzyl 2-(((benzyloxy)carbonyl)amino)-5-morpholino-5-oxopentanoate